The molecule is a member of the class of guanidines that is dioctylamine in which a hydrogen from each of the terminal methyl groups is replaced by a guanidino group. Once used as a fungicidal seed dressing, it is no longer approved for use in the European Union. It has a role as an antifungal agrochemical. It is a member of guanidines, a secondary amino compound and an aliphatic nitrogen antifungal agent. C(CCCCN=C(N)N)CCCNCCCCCCCCN=C(N)N